C(C)C(CNCC1=C(C=CC=C1)O)CCCC 2-ethylhexylaminomethyl-phenol